DL-cystine C([C@@H](C(=O)O)N)SSC[C@@H](C(=O)O)N |r|